1,4-Dimethoxy-2-methyl-benzol COC1=C(C=C(C=C1)OC)C